NC=1C(=CC(=C(C1)NC(C1=CC=C(C=C1)C)=O)F)OC N-(5-amino-2-fluoro-4-methoxyphenyl)-4-methylbenzamide